C(C=C)(=O)O.OCCC1C(=O)OCCCC1 2-hydroxyethylcaprolactone acrylate